4-((3-(3-Bromo-4-fluorophenyl)-5-(cyclopropylmethyl)-1H-pyrazol-4-yl)methyl)-2-fluoro-N,N-bis(4-methoxybenzyl)benzenesulfonamide BrC=1C=C(C=CC1F)C1=NNC(=C1CC1=CC(=C(C=C1)S(=O)(=O)N(CC1=CC=C(C=C1)OC)CC1=CC=C(C=C1)OC)F)CC1CC1